N[C@H](C(=O)O)[C@@H](C)C1=C(NC2=CC=CC=C12)C (2S,3S)-2-Amino-3-(2-methyl-1H-indol-3-yl)butanoic acid